methylenbicyclohexan C=C1C(CCCC1)C1CCCCC1